6-[3-(6-methyl-2-pyridyl)-1H-pyrazol-4-yl]-N-(3-morpholinopropyl)-1,5-naphthyridine-3-carboxamide CC1=CC=CC(=N1)C1=NNC=C1C=1N=C2C=C(C=NC2=CC1)C(=O)NCCCN1CCOCC1